N(N)C(=O)C1CN(CC(C1)C)C(=O)OC(C)(C)C tert-butyl 3-(hydrazinecarbonyl)-5-methylpiperidine-1-carboxylate